4-(3-Cyanophenyl)-N-(3-(3,3,3-trifluoro-2-hydroxy-2-methylpropyl)-1,2,4-thiadiazol-5-yl)furan-2-carboxamide C(#N)C=1C=C(C=CC1)C=1C=C(OC1)C(=O)NC1=NC(=NS1)CC(C(F)(F)F)(C)O